C(C)N(CC)CC=1N=NNC1 4-((diethylamino)methyl)-1H-1,2,3-triazol